CO[C@@]1(COCC1)C1=CC(=CC(=N1)N1C=C(C=2C=NC(=CC21)NC(C)=O)C#CC2(COC2)C)C (R)-N-(1-(6-(3-methoxytetrahydrofuran-3-yl)-4-methylpyridin-2-yl)-3-((3-methyloxetan-3-yl)ethynyl)-1H-pyrrolo[3,2-c]pyridin-6-yl)acetamide